C(CCCCCCCC)C1=CC=C(OC(COCCOCCOCCOCCOCCOCCO)O)C=C1 4-n-nonylphenoxyheptaethyleneglycol